methyl 2-(4-(4-chlorophenoxy)-2-(trifluoromethoxy)phenyl)-2-hydroxy-3-(1H-1,2,4-triazol-1-yl)propanoate ClC1=CC=C(OC2=CC(=C(C=C2)C(C(=O)OC)(CN2N=CN=C2)O)OC(F)(F)F)C=C1